C[C@H]1[C@H](NC(N1C(=O)OC(C)(C)C)=O)C#CC |&1:2| tert-butyl (4RS,5S)-5-methyl-2-oxo-4-(prop-1-yn-1-yl)imidazolidine-1-carboxylate